[Cl-].[Cl-].C1(=CC=CC2=CC=CC=C12)C(=[Zr+2](C1=CC(=CC=2C3=CC(=CC=C3CC12)C(C)(C)C)C(C)(C)C)C1C=CC=C1)C1=CC=CC2=CC=CC=C12 di(1-naphthyl)methylene(cyclopentadienyl)(3,6-ditert-butylfluorenyl)zirconium dichloride